NC1=NN2C(C=C(C=C2)C=2C(=NC=C(C(=O)N[C@@H](C)C3=C(C=CC(=C3)OC(F)(F)F)F)C2)Cl)=N1 (S)-5-(2-amino-[1,2,4]triazolo[1,5-a]pyridin-7-yl)-6-chloro-N-(1-(2-fluoro-5-(trifluoromethoxy)phenyl)ethyl)nicotinamide